CC1=C(C=CC=C1C)/C(=C/B(O)O)/C=1N=CN(C1)C(C1=CC=CC=C1)(C1=CC=CC=C1)C1=CC=CC=C1 (Z)-2-(2,3-dimethylphenyl)-2-[1-(triphenylmethyl)imidazol-4-yl]ethenylboronic acid